FC=1C=C(C=CC1)C=1N=C(SC1SC(C)C)N1N=C(C(=C1C(=O)O)C1=C2C=CNC2=CC=C1)C 1-(4-(3-fluorophenyl)-5-(isopropylthio)thiazol-2-yl)-4-(1H-indol-4-yl)-3-methyl-1H-pyrazole-5-carboxylic acid